N1N=CC=C1CC(=O)O 2-(1H-pyrazol-5-yl)acetic acid